C(C)C1(CCCCC1)C(=O)OOC(=O)Cl 1-((chlorocarbonyl) oxy) ethylcyclohexanecarboxylate